C1(CC1)CN1C[C@H]([C@@H](CC1)NC(=O)C1=NOC(=C1)C1=C(C=CC=C1F)F)C(=O)O |r| rac-(3R,4R)-1-cyclopropylmethyl-4-{[5-(2,6-difluoro-phenyl)-isoxazole-3-carbonyl]-amino}-piperidine-3-carboxylic acid